3-(7-bromo-8-chloro-6-fluoro-1H-[1,2,3]Triazolo[4,5-c]quinolin-1-yl)azetidine-1-carboxylate BrC=1C(=CC=2C3=C(C=NC2C1F)N=NN3C3CN(C3)C(=O)[O-])Cl